(6S)-6-[2-Chloro-3-(3-methyl-sulfonylphenyl)phenyl]-2-imino-6-methyl-3-[(2S,4S)-2-methyl-tetrahydropyran-4-yl]hexahydro-pyrimidin-4-one hydrochloride Cl.ClC1=C(C=CC=C1C1=CC(=CC=C1)S(=O)(=O)C)[C@@]1(CC(N(C(N1)=N)[C@@H]1C[C@@H](OCC1)C)=O)C